Methyl-3-(4,4,5,5-tetramethyl-[1,3,2]dioxaborolan-2-yl)-1H-pyrazole CN1N=C(C=C1)B1OC(C(O1)(C)C)(C)C